C1(CC1)CN1C(N(C(C2=CC(=CC=C12)S(NC1(CC1)CC)(=O)=O)=O)NC(=O)C12CC2C1)=O N-(1-(cyclopropylmethyl)-6-(N-(1-ethylcyclopropyl)sulfamoyl)-2,4-dioxo-1,4-dihydroquinazolin-3(2H)-yl)bicyclo[1.1.0]butane-1-carboxamide